C(CCCC#N)#N Pentandinitril